C(#N)C1=NC(=CC=C1O[C@@H]1C[C@H](CCC1)C(=O)OC(C)C)C=1C=NN(C1CO)C |r| (+/-)-isopropyl (1S,3S)-3-((2-cyano-6-(5-(hydroxymethyl)-1-methyl-1H-pyrazol-4-yl)pyridin-3-yl)oxy)cyclohexane-1-carboxylate